(((1S,2S)-2-(ethylamino)cyclopentyl)oxy)isobenzofuran-1(3H)-one C(C)N[C@@H]1[C@H](CCC1)OC1OC(C2=CC=CC=C12)=O